C(C)(C)(C)OC(=O)N1CCC(CC1)C=1OC2=C(C=C(C=C2C(C1)=O)C)C(C)NC1=C(C=CC=C1)C(=O)OC(C)(C)C 4-[8-[1-(2-tert-butoxycarbonylanilino)ethyl]-6-methyl-4-oxo-chromen-2-yl]piperidine-1-carboxylic acid tert-butyl ester